N1N=C(C=2CNCCC21)C(=O)N2CCC(CC2)C2=C(C=CC=C2)C(F)(F)F (4,5,6,7-Tetrahydro-1H-pyrazolo[4,3-c]pyridin-3-yl)(4-(2-(trifluoromethyl)phenyl)piperidin-1-yl)methanone